[6-(5-cyclopropyl-4H-1,2,4-triazol-3-yl)-2-azaspiro[3.3]heptan-2-yl]-[6-[[4-(trifluoromethyl)oxazol-2-yl]methyl]-2-azaspiro[3.3]heptan-2-yl]methanone C1(CC1)C=1NC(=NN1)C1CC2(CN(C2)C(=O)N2CC3(C2)CC(C3)CC=3OC=C(N3)C(F)(F)F)C1